(7-chloro-3H-imidazo[4,5-c]pyridin-2-yl)-1-(1-oxo-1,2-dihydroisoquinolin-5-yl)-5-trifluoromethyl-1H-pyrazole-4-carboxamide ClC=1C2=C(C=NC1)NC(=N2)C2=NN(C(=C2C(=O)N)C(F)(F)F)C2=C1C=CNC(C1=CC=C2)=O